FC1=CC(=C2C(=CN(C2=C1)C)S(=O)(=O)C=1C=NC(=CC1C)N1C=NC(=C1)C)C 6-Fluoro-1,4-dimethyl-3-[[4-methyl-6-(4-methylimidazol-1-yl)-3-pyridinyl]sulfonyl]indole